4-[5-(3,4-difluorophenyl)-1-tetrahydropyran-2-yl-6-tetrahydropyran-4-yl-pyrazolo[4,3-g]isoquinolin-8-yl]oxy-3-fluoro-2-methoxy-benzoic acid FC=1C=C(C=CC1F)C1=C(N=C(C2=CC3=C(C=C12)C=NN3C3OCCCC3)OC3=C(C(=C(C(=O)O)C=C3)OC)F)C3CCOCC3